C(COCCOC)OCC(CO)O (3,6-dioxaheptyloxy)-2,3-propanediol